O1CCC1N Oxetan-4-amine